N[C@@](C)(C1=CC=C(C=C1)F)C=1C=NC(=NC1)N1CCN(CC1)C1=NC=NN2C1=CC(=C2)C=2C=NN(C2)CC(C)(O)C (S)-1-(4-(4-(4-(5-(1-Amino-1-(4-fluorophenyl)ethyl)pyrimidin-2-yl)piperazin-1-yl)pyrrolo[2,1-f][1,2,4]triazin-6-yl)-1H-pyrazol-1-yl)-2-methylpropan-2-ol